3,3'-methylenebis[2,4,6-trimethyl-benzaldehyde] C(C=1C(=C(C=O)C(=CC1C)C)C)C=1C(=C(C=O)C(=CC1C)C)C